ClC1=CC(=C(C#N)C=C1)C=1N=NN(N1)C(F)F 4-chloro-2-(2-(difluoromethyl)-2H-tetrazol-5-yl)benzonitrile